NC1=C(C(=NC=N1)OC[C@@H]1OCCN(C1)C(C=C)=O)C=1C=NN(C1)CC1=CC=CC=C1 (R)-1-(2-(((6-amino-5-(1-benzyl-1H-pyrazol-4-yl)pyrimidin-4-yl)oxy)methyl)morpholino)prop-2-en-1-one